1-(6-{[5-chloro-6-(2,6-dimethylphenyl)pyridin-2-yl]sulfamoyl}pyridin-2-yl)piperidine-4-carboxylic acid methyl ester COC(=O)C1CCN(CC1)C1=NC(=CC=C1)S(NC1=NC(=C(C=C1)Cl)C1=C(C=CC=C1C)C)(=O)=O